[2H]C(Br)(Br)Br Bromoform-D